2-bromo-4-[hydroxy(2-isopropyl-2H-indazol-3-yl)methyl]-6-methylphenol BrC1=C(C(=CC(=C1)C(C=1N(N=C2C=CC=CC12)C(C)C)O)C)O